(S)-N-(4-(3'-amino-[1,1'-biphenyl]-3-yl)thiazol-2-yl)-1-(1-(methylsulfonyl)-1H-pyrrole-3-carbonyl)azetidine-2-carboxamide NC=1C=C(C=CC1)C1=CC(=CC=C1)C=1N=C(SC1)NC(=O)[C@H]1N(CC1)C(=O)C1=CN(C=C1)S(=O)(=O)C